P(=O)(OC1=CC=C(C=C1)CCCCCCCCC)(OC1=CC=C(C=C1)CCCCCCCCC)OC1=CC=C(C=C1)CCCCCCCCC tris(4-nonyl-phenyl) phosphate